Z-butoxide [O-]CCCC